CC1=CC2=NC(=CC=C2N1)S(=O)[O-] 2-methyl-1H-pyrrolo[3,2-b]pyridine-5-sulfinate